3-(4-Fluoro-1H-pyrazol-1-yl)-3-(((2-(trifluoromethyl)-[1,2,4]triazolo[1,5-a]pyridin-5-yl)amino)methyl)azetidine-1-sulfonamide FC=1C=NN(C1)C1(CN(C1)S(=O)(=O)N)CNC1=CC=CC=2N1N=C(N2)C(F)(F)F